FC(CNC(=O)C1=CN=C2N1C=C(C=C2)C2=CNC=1N=C(N=CC12)NCC=1C=NC(=CC1)N1CCN(CC1)C)F N-(2,2-difluoroethyl)-6-(2-(((6-(4-methylpiperazin-1-yl)pyridin-3-yl)methyl)amino)-7H-pyrrolo[2,3-d]pyrimidin-5-yl)imidazo[1,2-a]pyridine-3-carboxamide